CN1N=C(C=C1C)NC1=NC=C(C(=N1)C1=CNC2=C(C=CC=C12)N1C(C2=NC=CC(=C2C1)C1=CC=CC=C1)=O)C 6-(3-(2-((1,5-dimethyl-1H-pyrazol-3-yl)amino)-5-methylpyrimidin-4-yl)-1H-indol-7-yl)-4-phenyl-5,6-dihydro-7H-pyrrolo[3,4-b]pyridin-7-one